2-[4-(chloromethyl)-2-fluorophenyl]-1-methyl-4-(trifluoromethyl)imidazole ClCC1=CC(=C(C=C1)C=1N(C=C(N1)C(F)(F)F)C)F